tert-Butyl (2S,5R)-5-methyl-4-[1-(trifluoromethyl)cyclopropanecarbonyl]-2-[3-(trifluoromethyl) phenyl]piperazine-1-carboxylate C[C@H]1N(C[C@@H](N(C1)C(=O)OC(C)(C)C)C1=CC(=CC=C1)C(F)(F)F)C(=O)C1(CC1)C(F)(F)F